(8-oxa-3-azabicyclo[3.2.1]oct-3-yl)(6-(3-methyl-1H-pyrrolo[2,3-b]pyridin-5-yl)-8-((R)-morpholin-3-yl)-3,4-dihydroisoquinolin-2(1H)-yl)methanone C12CN(CC(CC1)O2)C(=O)N2CC1=C(C=C(C=C1CC2)C=2C=C1C(=NC2)NC=C1C)[C@H]1NCCOC1